di-sodium calcium [Ca].[Na].[Na]